(2s,6r)-6-methoxy-2-methyl-6H-pyran-3-one CO[C@H]1C=CC([C@@H](O1)C)=O